CC1(C=2C=CC=C3CNCC[C@H](C32)CC1)C (R)-7,7-Dimethyl-1,2,3,4,4a,5,6,7-octahydronaphtho[1,8-cd]azepin